(S)-1-((4-ethyl-8-fluoro-4-hydroxy-9-methyl-3,14-dioxo-3,4,12,14-tetrahydro-1H-pyrano[3',4':6,7]indolizino[1,2-b]quinolin-11-yl)methyl)-3-(2-hydroxyethyl)urea C(C)[C@]1(C(OCC=2C(N3CC=4C(=NC=5C=C(C(=CC5C4CNC(=O)NCCO)C)F)C3=CC21)=O)=O)O